6-fluoro-3-isopropyl-2-phenyl-hexahydro-1H-pyrrolo[1,2-c]imidazol-1-one FC1CC2N(C(N(C2=O)C2=CC=CC=C2)C(C)C)C1